2,2-difluoro-3-(4-(1-Boc-7-fluoro-1H-indol-3-yl)thiophen-2-yl)-3-hydroxypropionic acid ethyl ester C(C)OC(C(C(O)C=1SC=C(C1)C1=CN(C2=C(C=CC=C12)F)C(=O)OC(C)(C)C)(F)F)=O